C[C@H](C(=O)O)CC(=O)O (S)-2-methylsuccinic acid